NN=NC1=CC=C(C(=O)[O-])C=C1 4-Aminoazobenzoate